CC=1N=C2N(C=CC(=C2)C2=C(C=CC(=N2)C#N)C2=CN=C(O2)CC(C(F)(F)F)C)C1 6-(2-Methylimidazo[1,2-a]pyridin-7-yl)-5-(2-(3,3,3-trifluoro-2-methylpropyl)oxazol-5-yl)picolinonitril